methyl (3S)-3-(6-(difluoromethyl)-4-(2,6-dimethylphenyl)pyridin-2-yl)-3-(2-(5-(2-(dimethylamino)ethyl)-2-oxo-4-(trifluoromethyl)pyridin-1(2H)-yl)-4-methylpentanamido)propanoate FC(C1=CC(=CC(=N1)[C@H](CC(=O)OC)NC(C(CC(C)C)N1C(C=C(C(=C1)CCN(C)C)C(F)(F)F)=O)=O)C1=C(C=CC=C1C)C)F